The molecule is an anthrafuran and meroterpenoid that is 2,3,11,11a-tetrahydroanthra[2,3-b]furan which is substituted by a 2-oxopropylidene group at position 2, a 3-methylbut-2-en-1-yl group at position 5, an oxo group at position 11, and hydroxy groups at positions 3a, 7, 9, and 10. It is one of the 'cryptic' secondary metabolites (i.e. expressed at very low levels in the absence of specific triggers and/or conditions) of Aspergillus fumogatus, obtained following the induction of the fungus with the actinomycete Streptomyces rapamycinicus. It has a role as a metabolite. It is a polyphenol, a meroterpenoid, an anthrafuran, an enone, a tertiary alcohol and an aromatic ketone. CC(=CCC1=C2C=C(C=C(C2=C(C3=C1CC4(C/C(=C/C(=O)C)/OC4C3=O)O)O)O)O)C